BrC1=CN=CC2=C1OC(C(N2)=O)C 8-Bromo-2-methyl-2H-pyrido[4,3-b][1,4]oxazin-3(4H)-one